F[C@@H]1CC=2N(C(=NC2I)I)C1 (R)-6-fluoro-1,3-diiodo-6,7-dihydro-5H-pyrrolo[1,2-c]imidazole